CC1(CNC(C2=CC=C(C=C12)C1=NC(=NC=C1)NC=1C(=C(C(=O)NC2CCN(CC2)C)C=CC1)F)=O)C (4-(4,4-dimethyl-1-oxo-1,2,3,4-tetrahydroisoquinolin-6-yl)pyrimidin-2-yl)amino-2-fluoro-N-(1-methylpiperidin-4-yl)benzamide